C(C1=CC=CC=C1)NN1C(NN=C1)=O (E)-4-(benzylamino)-2,4-dihydro-3H-1,2,4-triazol-3-one